3-(methoxy(methyl)carbamoyl)-5-(trifluoromethyl)piperidine-1-carboxylic acid tert-butyl ester C(C)(C)(C)OC(=O)N1CC(CC(C1)C(F)(F)F)C(N(C)OC)=O